BrC=1C=C(C(=O)O)C(=CN1)OC 2-bromo-5-methoxyisonicotinic acid